C(C)(=O)N1CCN(CC1)C1=C(C=C2N=C3C(C4=C(C(C3=NC2=C1)=O)N=CC=C4)=O)C(F)(F)F 9-(4-Acetylpiperazin-1-yl)-8-(trifluoromethyl)pyrido[2,3-b]phenazine-5,12-dione